3-(2-Aminoethylamino)propylmethyldimethoxysilane NCCNCCC[Si](OC)(OC)C